(3R,4R,5R)-2-methoxy-5-[(triphenylmethoxy)methyl]oxolane-3,4-diol COC1O[C@@H]([C@@H]([C@H]1O)O)COC(C1=CC=CC=C1)(C1=CC=CC=C1)C1=CC=CC=C1